The molecule is a primary ammonium ion that is the conjugate acid of 1-phenylpropan-1-amine, obtained from the protonation of the amino group. Major microspecies at pH 7.3. It is a conjugate acid of a 1-phenylpropan-1-amine. CCC(C1=CC=CC=C1)[NH3+]